The molecule is a epoxydocosatetraenoic acid obtained by formal epoxidation across the 16,17-double bond of (7Z,10Z,13Z,16Z,19Z)-docosapentaenoic acid. It has a role as a human xenobiotic metabolite. It derives from a (7Z,10Z,13Z,16Z,19Z)-docosapentaenoic acid. It is a conjugate acid of a (7Z,10Z,13Z,19Z)-16,17-epoxydocosatetraenoate. CC/C=C\\CC1C(O1)C/C=C\\C/C=C\\C/C=C\\CCCCCC(=O)O